BrC=1C=C(C=C2C(N(C(S2)=NN=C2C(NC3=CC=C(C=C23)F)=O)C2=CC=C(C=C2)CCCC)=O)C=CC1 3-(2-(5-(3-bromobenzylidene)-3-(4-n-butylphenyl)-4-oxothiazolidine-2-ylidene)hydrazono)-5-fluoro-1H-indol-2-one